1,1,1-trideuterio-2-iodo-ethane [2H]C(CI)([2H])[2H]